4-(2-(cyclohexyl(phenyl)amino)-2-oxoethyl)-1-(5-methylpyridin-2-yl)piperidine-4-carboxylic acid C1(CCCCC1)N(C(CC1(CCN(CC1)C1=NC=C(C=C1)C)C(=O)O)=O)C1=CC=CC=C1